2-[2-(2-methoxy-6-methylphenyl)-1-methylpyrrolo[2,3-c]pyridin-5-yl]cyclopropanecarboxamide COC1=C(C(=CC=C1)C)C1=CC=2C(=CN=C(C2)C2C(C2)C(=O)N)N1C